(5S,8R)-2-({[cis-4-(6-amino-2-chloro-9H-purin-9-yl)cyclohexyl]carbonyl}amino)-5,6,7,8-tetrahydro-4H-5,8-methanocyclohepta[d][1,3]thiazole-9-carboxylic acid tert-butyl ester C(C)(C)(C)OC(=O)C1[C@H]2CC[C@H]1C1=C(N=C(S1)NC(=O)[C@@H]1CC[C@@H](CC1)N1C3=NC(=NC(=C3N=C1)N)Cl)C2